4-(2,5-dioxapyrrolidin-1-yl)-2-methylpent-2-enoic acid N1(OCCO1)C(C=C(C(=O)O)C)C